C(=O)C=1C=CC2=C(OC(CN2C2=CC=C(C=C2)C(F)(F)F)CNC(C)=O)N1 N-((6-formyl-1-(4-(trifluoromethyl)phenyl)-2,3-dihydro-1H-pyrido[2,3-b][1,4]oxazin-3-yl)methyl)acetamide